FC1(CCN(CC1)C(=O)C=1C=C2C(=NC1)N(C=C2)C=2C=C(C=NC2)C(C#N)(C)C)F 2-(5-(5-(4,4-difluoropiperidine-1-carbonyl)-1H-pyrrolo[2,3-b]pyridin-1-yl)pyridin-3-yl)-2-methylpropanenitrile